3-thiocyanatopropyl(triethoxysilane) S(C#N)CCC[Si](OCC)(OCC)OCC